(1S,2S,4R)-2-(trifluoromethyl)-7-azabicyclo[2.2.1]heptane-7-carboxylic acid tert-butyl ester C(C)(C)(C)OC(=O)N1[C@@H]2[C@H](C[C@H]1CC2)C(F)(F)F